C(C)(=O)O.COC methyl ether acetate